4-(4-((5-propyl-1,3,4-thiadiazol-2-yl)oxy)phenyl)piperidin-1-ium chloride [Cl-].C(CC)C1=NN=C(S1)OC1=CC=C(C=C1)C1CC[NH2+]CC1